di-tert-butyl 2,2'-(7-((1-(2-(benzyloxy)-2-oxoethyl)piperidin-4-yl) methyl)-1,4,7-triazonane-1,4-diyl)diacetate C(C1=CC=CC=C1)OC(CN1CCC(CC1)CN1CCN(CCN(CC1)CC(=O)OC(C)(C)C)CC(=O)OC(C)(C)C)=O